tert-butyl 2-[3-(propan-2-yl)-5-(trifluoromethyl)phenyl]acetate CC(C)C=1C=C(C=C(C1)C(F)(F)F)CC(=O)OC(C)(C)C